1-(4-(2-(3,4-dimethoxyphenyl)-3-isopropyl-1H-indol-5-yl)piperidin-1-yl)-2-(4-(4-methylpiperazin-1-yl)piperidin-1-yl)ethan-1-one COC=1C=C(C=CC1OC)C=1NC2=CC=C(C=C2C1C(C)C)C1CCN(CC1)C(CN1CCC(CC1)N1CCN(CC1)C)=O